CC(C(C(=O)[O-])=O)C 3-METHYL-2-OXOBUTANOAT